N-[(6-Amino-2-pyridyl)sulfonyl]-6-(6-isobutoxypyrazin-2-yl)-2-(2,2,4-trimethylpyrrolidin-1-yl)pyridin-3-carboxamid NC1=CC=CC(=N1)S(=O)(=O)NC(=O)C=1C(=NC(=CC1)C1=NC(=CN=C1)OCC(C)C)N1C(CC(C1)C)(C)C